C(CCCCCCC)OC1=CC=C(C(=O)O)C=C1 4-(octyloxy)benzoic acid